C(C)(C)(C)OC(=O)N1CCC(CC1)CC#CCO 4-(4-hydroxybut-2-yn-1-yl)piperidine-1-carboxylic acid tert-butyl ester